N1,N1-dimethyl-N3-(2-(4-(piperazin-1-yl)phenyl)quinolin-4-yl)propane-1,3-diamine HCl Cl.CN(CCCNC1=CC(=NC2=CC=CC=C12)C1=CC=C(C=C1)N1CCNCC1)C